C(C)(=O)OC[C@@H]1[C@H]([C@@H]([C@H]([C@@H](O[C@@H]2[C@H](OCC3=CC=CC=C3)[C@@H](O)[C@H](OCC3=CC=CC=C3)[C@H](O2)COC(C)=O)O1)O)OC(C1=CC=CC=C1)=O)OCC1=CC=CC=C1 6-O-acetyl-2,4-di-O-benzyl-alpha-D-glucopyranosyl-(1->2) 6-O-acetyl-4-O-benzyl-3-O-benzoyl-alpha-D-glucopyranoside